Cl.NCCCS 3-Aminopropane-1-thiol hydrochloride